N-(8'-bromo-4'H-spiro[cyclopropane-1,5'-naphtho[2,1-d]isoxazol]-3'-yl)-2-chloro-6-methoxybenzenesulfonamide BrC1=CC=C2C3(CC=4C(=NOC4C2=C1)NS(=O)(=O)C1=C(C=CC=C1OC)Cl)CC3